{3S}-3-(tert-butoxycarbonylamino)-2-hydroxy-4-[(3S)-2-oxopyrrolidin-3-yl]butanoic acid C(C)(C)(C)OC(=O)N[C@H](C(C(=O)O)O)C[C@H]1C(NCC1)=O